(S)-ethyl 3-(1-(benzyloxy)ethyl)-1,2,4-thiadiazole-5-carboxylate C(C1=CC=CC=C1)O[C@@H](C)C1=NSC(=N1)C(=O)OCC